OCC1CC(C1)N1N=C(N=N1)C=1C=CC(=C(C1)NC(=O)C=1C=NN2C1C=C(C=C2)NCCOC)C N-(5-(2-((1r,3r)-3-(hydroxymethyl)cyclobutyl)-2H-tetrazol-5-yl)-2-methylphenyl)-5-((2-methoxyethyl)amino)pyrazolo[1,5-a]pyridine-3-carboxamide